C(C)(C)OC(N[C@@H]1CC[C@H](CC1)C=1SC(=CN1)C1=C(C=C(C=C1)NC=1N=NC=CC1)S(NC(C)(C)C)(=O)=O)=O Trans-N-[4-[5-[2-(tert-butylsulfamoyl)-4-(pyridazin-3-ylamino)phenyl]thiazol-2-yl]cyclohexyl]carbamic acid isopropyl ester